BrC=1C=2C(C=3C(=NC(=NC3C1)Cl)N1C3CN(CC1CC3)CCCOC)=CN(N2)C 4-bromo-7-chloro-9-[3-(3-methoxypropyl)-3,8-diazabicyclo[3.2.1]octan-8-yl]-2-methyl-pyrazolo[4,3-f]quinazoline